tert-Butyl (R)-(1-(3-aminopyrazin-2-yl)piperidin-3-yl)carbamate NC=1C(=NC=CN1)N1C[C@@H](CCC1)NC(OC(C)(C)C)=O